OC1=C(C=C(C=C1C(C)(C)C)OCCCOC(C(=C)C)=O)N1N=C2C(=N1)C=CC(=C2)Cl 2-[2'-hydroxy-3'-tert-butyl-5'-(3''-methacryloxypropoxy)phenyl]-5-chloro-2H-benzotriazole